NC1=CC(=NC=C1)N(C(C)=O)C1=CC(=CC=C1)OC N-(4-aminopyridin-2-yl)-N-(3-methoxyphenyl)acetamide